N1=CN=CC2=C1C=CN=C2 pyrido[4,3-d]pyrimidine